C(#N)CNC(C1=CC=C(C=C1)C1=NC(=NC=C1C)NC=1C=NN(C1)C1CCN(CC1)C(=O)C1(COC1)C)=O N-(cyanomethyl)-4-(5-methyl-2-((1-(1-(3-methyloxetane-3-carbonyl)piperidin-4-yl)-1H-pyrazol-4-yl)amino)pyrimidin-4-yl)benzamide